(2S,4S)-4-Fluoro-1-(2-(4-((8-methoxychinolin-5-yl)amino)piperidin-1-yl)acetyl)pyrrolidin-2-carbonitril F[C@H]1C[C@H](N(C1)C(CN1CCC(CC1)NC1=C2C=CC=NC2=C(C=C1)OC)=O)C#N